N-(2,3-dichlorophenyl)-4-hydroxy-2-oxo-1,2,5,6-tetrahydropyridine-3-carbothioamide ClC1=C(C=CC=C1Cl)NC(=S)C=1C(NCCC1O)=O